2,6-dibutyl-3-propyl-quinoline C(CCC)C1=NC2=CC=C(C=C2C=C1CCC)CCCC